(5-chloro-7-(pyrrolidin-1-ylmethyl)-1-((2-(trimethylsilyl)ethoxy)methyl)-1H-pyrazolo[4,3-b]pyridin-3-yl)methanesulfonamide ClC1=CC(=C2C(=N1)C(=NN2COCC[Si](C)(C)C)CS(=O)(=O)N)CN2CCCC2